FC1(CC(C1)(CC1=NN=CN1C)C=1C=C(C=CC1)N1C(C2=CC(=CC(=C2C1)C(F)(F)F)CNC1(C(CC1)(C)C)C)=O)F 2-(3-(3,3-difluoro-1-((4-methyl-4H-1,2,4-triazol-3-yl)methyl)cyclobutyl)phenyl)-4-(trifluoromethyl)-6-(((1,2,2-trimethylcyclobutyl)amino)methyl)isoindolin-1-one